C1(=CC=CC=C1)NC1=NC(=NC(=N1)NC1=CC(=CC=C1)C(F)(F)F)Cl N-phenyl-N'-(3-(trifluoromethyl)phenyl)-6-chloro-[1,3,5]triazine-2,4-diamine